OC[C@]1([C@H]2CCC([C@H]([C@@]2(CCC1)C)CCC=1C(OCC1)=O)=C)C 3-[2-[(1R,4aS,5R,8aS)-Decahydro-5-(hydroxymethyl)-5,8a-dimethyl-2-methylene-1-naphthalenyl]ethyl]-2(5H)-furanone